N-tetradecyl-α-tridecylnitrone C(CCCCCCCCCCCCC)[N+](=CCCCCCCCCCCCCC)[O-]